(2R)-2-amino-3-(3-chloro-4-hydroxy-5-methoxyphenyl)propionic acid methyl ester COC([C@@H](CC1=CC(=C(C(=C1)OC)O)Cl)N)=O